N1C=CC=2C1=NC=CC2CN2CCC1(CC2)COC2=C3CN(C(C3=CC=C21)=O)C2C(NC(CC2)=O)=O 3-(1'-((1H-pyrrolo[2,3-b]pyridin-4-yl)methyl)-6-oxo-6,8-dihydro-2H,7H-spiro[furo[2,3-e]isoindole-3,4'-piperidin]-7-yl)piperidine-2,6-dione